(R)-(3-aminopiperidin-1-yl)(2-(6-fluoro-1-(4-methoxybenzyl)-1H-indol-2-yl)-3-methylimidazo[1,2-a]pyridin-7-yl)methanone nitrogen [N].N[C@H]1CN(CCC1)C(=O)C1=CC=2N(C=C1)C(=C(N2)C=2N(C1=CC(=CC=C1C2)F)CC2=CC=C(C=C2)OC)C